FC1=C(C#N)C(=CC(=C1F)CO)F 2,3,6-trifluoro-4-hydroxymethyl-benzonitrile